ClC=1C2=C(N=CN1)N(C=C2)[C@@H]2C=C([C@H]1OC(O[C@H]12)(C)C)C(C)=O 1-((3aS,4R,6aR)-4-(4-Chloro-7H-pyrrolo[2,3-d]pyrimidin-7-yl)-2,2-dimethyl-3a,6a-dihydro-4H-cyclopenta[d][1,3]dioxol-6-yl)ethan-1-one